(2S,5S)-9-chloro-2,3,4,5-tetrahydro-2,5-methanopyrido[3,4-f][1,4]oxazepine ClC1=CN=CC=2[C@H]3NC[C@@H](OC21)C3